calcium arsenate arsenate [As]([O-])([O-])(O)=O.[As](O)(O)(O)=O.[Ca+2]